N1C(=CC2=NC=CC=C21)\C=C\2/C(NC1=CC=C(C=C21)C2=C(C1=C(OCCN1)N=C2)C)=O (Z)-3-((1H-pyrrolo[3,2-b]pyridin-2-yl)methylene)-5-(8-methyl-2,3-dihydro-1H-pyrido[2,3-b][1,4]oxazin-7-yl)indolin-2-one